ClC1=NC=CC(=C1NC(OC(C)(C)C)=O)C(C)O tert-butyl N-[2-chloro-4-(1-hydroxyethyl)pyridin-3-yl]carbamate